2,5-dioxopyrrolidin-1-yl 1-azido-3,6,9,12,15,18,21,24-octaoxaheptacosan-27-oate N(=[N+]=[N-])CCOCCOCCOCCOCCOCCOCCOCCOCCC(=O)ON1C(CCC1=O)=O